NC[C@@H]1CCC=2C=C(C(=C(C2C1)F)N1CC(NS1(=O)=O)=O)O 5-[(7R)-7-(aminomethyl)-1-fluoro-3-hydroxy-5,6,7,8-tetrahydronaphthalen-2-yl]-1λ6,2,5-thiadiazolidine-1,1,3-trione